C1(CC1)[C@@H]1OC(C(CNC1(F)F)=O)C(C)C (S)-2-cyclopropyl-3,3-difluoro-7-isopropyl-6-oxo-1,2,3,4,6,7-hexahydro-[1,4]oxazepine